sodium 2-(acrylamido)-2-methylpropanesulfonate C(C=C)(=O)NC(CS(=O)(=O)[O-])(C)C.[Na+]